chloro-6-iodo-N-phenyl-N-(4-(pyridin-2-yl)phenyl)-[1,1'-biphenyl]-3-amine ClC1=C(C(=CC=C1N(C1=CC=C(C=C1)C1=NC=CC=C1)C1=CC=CC=C1)I)C1=CC=CC=C1